CC1(N(CCC1)CCNC(=O)C=1C=C(C=NC1)NC1=NN(C2=NC=NC=C21)C)C 3-((5-((2-(2,2-dimethylpyrrolidin-1-yl)ethyl)carbamoyl)pyridin-3-yl)amino)-1-methyl-1H-pyrazolo[3,4-d]pyrimidin